2-(3-Aminobicyclo[1.1.1]pentan-1-yl)propan-2-ol monohydrochloride Cl.NC12CC(C1)(C2)C(C)(C)O